N-((R)-1-(3-(difluoromethyl)-2-fluorophenyl)ethyl)-1-(1-(difluoromethyl)cyclopropyl)-4-(((1R,5s,8R)-3-methyl-3-azabicyclo[3.2.1]oct-8-yl)amino)-6-oxo-1,6-dihydropyridine-3-carboxamide FC(C=1C(=C(C=CC1)[C@@H](C)NC(=O)C1=CN(C(C=C1NC1[C@H]2CN(C[C@@H]1CC2)C)=O)C2(CC2)C(F)F)F)F